tricyclo[5.2.1.02,6]dec-8-en-3-ol C12C3C(CCC3C(C=C1)C2)O